7-chloro-2-phenyldibenzo[b,d]furan ClC1=CC2=C(C3=C(O2)C=CC(=C3)C3=CC=CC=C3)C=C1